tert-butyl N-[[4-[6-(4-formylphenyl)pyrrolo[2,1-f][1,2,4]triazin-4-yl]-2-methyl-phenyl]methyl]carbamate C(=O)C1=CC=C(C=C1)C=1C=C2C(=NC=NN2C1)C1=CC(=C(C=C1)CNC(OC(C)(C)C)=O)C